methyl (R)-3-((2-(benzyloxy)-2-oxoethyl) (tert-butoxycarbonyl) amino)-2-(((benzyloxy)carbonyl)amino)propanoate C(C1=CC=CC=C1)OC(CN(C[C@H](C(=O)OC)NC(=O)OCC1=CC=CC=C1)C(=O)OC(C)(C)C)=O